2-(4-(6-(1-cyclopropyl-1H-pyrazol-4-yl)pyrazolo[1,5-a]pyridin-3-yl)-2,6-dimethoxyphenyl)-5-ethyl-1,3,4-oxadiazole C1(CC1)N1N=CC(=C1)C=1C=CC=2N(C1)N=CC2C2=CC(=C(C(=C2)OC)C=2OC(=NN2)CC)OC